C12C=CCC(C=CC1)C2O bicyclo[3.3.1]nonane-2,6-dien-9-ol